N1CCC(CC1)C1=NOC=C1 3-(piperidin-4-yl)isoxazole